6-(1H-indole-5-yl)pyridazine-3-carboxylic acid methyl ester COC(=O)C=1N=NC(=CC1)C=1C=C2C=CNC2=CC1